6-(6-((2S,6R)-2,6-dimeth-ylmorpholino)pyridin-3-yl)-4-((R)-1-(5-fluoropyridin-2-yl)ethoxy)pyrazolo[1,5-a]pyridine-3-carbonitrile C[C@@H]1O[C@@H](CN(C1)C1=CC=C(C=N1)C=1C=C(C=2N(C1)N=CC2C#N)O[C@H](C)C2=NC=C(C=C2)F)C